(S)-1-(1-(7,8-difluoro-1-oxo-1,2-dihydroisoquinolin-4-yl)ethyl)-3-(4-fluoro-3-methylphenyl)-1-methylurea FC1=CC=C2C(=CNC(C2=C1F)=O)[C@H](C)N(C(=O)NC1=CC(=C(C=C1)F)C)C